2-[(3E)-4,8-Dimethylnona-3,7-dienyl]-2-methyl-7-pentylchromen-5-ol C\C(=C/CCC1(OC=2C=C(C=C(C2C=C1)O)CCCCC)C)\CCC=C(C)C